C(C1=CC=CC=C1)N1CC(CCC1)C1=CC=NC=2N1N=C(C2C2=C(C=CC=C2)F)C 7-(1-Benzylpiperidin-3-yl)-3-(2-fluorophenyl)-2-methylpyrazolo[1,5-a]pyrimidine